1,2,7,8-tetraaminonaphthalene NC1=C(C=CC2=CC=C(C(=C12)N)N)N